2,5-difluoro-sulfolane FC1S(=O)(=O)C(CC1)F